6-chloro-5-methyl-3-(pyridin-4-yl)furo[3,2-b]pyridine ClC=1C=C2C(=NC1C)C(=CO2)C2=CC=NC=C2